17-E-1trans-N-methyl-1-(7-(3,4-dichlorophenyl)-6,7-dihydro-4H-thieno[3,2-c]pyran-4-yl)methylamine CNCC1OCC(C2=C1C=CS2)C2=CC(=C(C=C2)Cl)Cl